C(C)(=O)C=1OC(=CC1)C 2-Acetyl-5-methylfuran